tert-butyl (4-(6-carbamoyl-1-(((2S,3S,4S)-3-ethyl-4-fluoro-5-oxopyrrolidin-2-yl)methoxy)-7-methoxyisoquinolin-4-yl)-2-methylbut-3-yn-2-yl)carbamate C(N)(=O)C=1C=C2C(=CN=C(C2=CC1OC)OC[C@H]1NC([C@H]([C@H]1CC)F)=O)C#CC(C)(C)NC(OC(C)(C)C)=O